5-(4-cyanophenyl)-N-(cyclopropylmethyl)-[1,2,4]triazolo[1,5-a]pyridine-7-sulfonamide C(#N)C1=CC=C(C=C1)C1=CC(=CC=2N1N=CN2)S(=O)(=O)NCC2CC2